FC=1C=NC=CC1C=1C=NC2=CC(=CC=C2C1)C(=O)NC1=CC(=NN1C)C1=CC=CC=C1 3-(3-fluoropyridin-4-yl)-N-(1-methyl-3-phenyl-1H-pyrazol-5-yl)quinoline-7-carboxamide